4-(1-(2-hydroxy-2-methylpropyl)-1H-imidazol-4-yl)-2-((1-(methylsulfonyl)piperidin-4-yl)amino)pyrimidine-5-carbonitrile OC(CN1C=NC(=C1)C1=NC(=NC=C1C#N)NC1CCN(CC1)S(=O)(=O)C)(C)C